(1R)-2-chloro-1-(3,4-difluorophenyl)ethanol ClC[C@H](O)C1=CC(=C(C=C1)F)F